OC[C@@]1(OC2=C(C1)C=C(C(=C2)N2CCOCC2)NC(=O)C2=NN(C=C2)C)C (R)-N-(2-(Hydroxymethyl)-2-methyl-6-morpholino-2,3-dihydrobenzofuran-5-yl)-1-methyl-1H-pyrazole-3-carboxamide